3-(4-(1-(7-((2-(3-(Cyclopentyloxy)-4-methoxyphenyl)-3-oxoisoindolin-5-yl)amino)heptyl)piperidin-4-yl)-6-fluoro-1-oxoisoindolin-2-yl)piperidine-2,6-dione C1(CCCC1)OC=1C=C(C=CC1OC)N1CC2=CC=C(C=C2C1=O)NCCCCCCCN1CCC(CC1)C1=C2CN(C(C2=CC(=C1)F)=O)C1C(NC(CC1)=O)=O